CC1=NN(C2=C1CN(CC2)C=2C1=C(N=C(N2)C)C(=NN1C)C)CC12CCC(CC1)(CC2)NC(=O)C2CNC2 N-(4-((3-methyl-5-(1,3,5-trimethyl-1H-pyrazolo[4,3-d]pyrimidin-7-yl)-4,5,6,7-tetrahydro-1H-pyrazolo[4,3-c]pyridin-1-yl)methyl)bicyclo[2.2.2]oct-1-yl)azetidine-3-carboxamide